C[C@@H](C(=O)O)Cl The molecule is a monocarboxylic acid that is propanoic acid substituted at position 2 by a chloro group (the S-enantiomer). It has a role as a neurotoxin. It is a monocarboxylic acid and a chlorocarboxylic acid. It derives from a propionic acid. It is a conjugate acid of a (S)-2-chloropropanoate.